[OH-].[Eu+2].[OH-] europium(II) hydroxide